2-(azetidin-1-yl)-6,7-dihydro-5H-cyclopenta[b]pyridin-5-ol N1(CCC1)C1=CC=C2C(=N1)CCC2O